6-methyl-N-(quinolin-8-yl)picolinamide CC1=CC=CC(=N1)C(=O)NC=1C=CC=C2C=CC=NC12